CC1C(=NNC(S1)=O)C=1C=C2CC(NC2=C(C1)C1=CC=C(C=C1)S(=O)(=O)C)=O 6-methyl-5-(7-(4-(methylsulfonyl)phenyl)-2-oxoindolin-5-yl)-3,6-dihydro-2H-1,3,4-thiadiazin-2-one